2-(hydroxymethyl)tetrahydro-2H-pyran-3,4-diacetic acid OCC1OCCC(C1CC(=O)O)CC(=O)O